4-amino-N-cyclopropyl-1-methyl-N-((5-(thiazol-4-ylethynyl)pyridin-2-yl)methyl)-1H-pyrazolo[4,3-c]quinoline-8-carboxamide NC1=NC=2C=CC(=CC2C2=C1C=NN2C)C(=O)N(CC2=NC=C(C=C2)C#CC=2N=CSC2)C2CC2